C(C)(C)(C)OC(=O)N1C(N(C2=C1C=CC=C2)CC=2C=NC(=C(C2)Cl)Br)=O 3-((6-bromo-5-chloropyridin-3-yl)methyl)-2-oxo-2,3-dihydro-1H-benzo[d]imidazole-1-carboxylic acid tert-butyl ester